FC(C1=NOC(C1=CC=1SC(=CC1)N(C)C)=O)F 3-(difluoromethyl)-4-((5-(dimethylamino)thiophen-2-yl)methylene)isoxazol-5(4H)-one